FC1=C(C=C(C=C1C)C1=C(C=C(C=C1C)F)C)[C@H](CC(=O)OCC)NC([C@H](CC(C)C)NC(=O)N1N=CC2=C1CN(CC2)C(C)C)=O ethyl (3S)-3-{4,4'-difluoro-2',5,6'-trimethyl-[1,1'-biphenyl]-3-yl}-3-[(2S)-4-methyl-2-{[6-(propan-2-yl)-1H,4H,5H,6H,7H-pyrazolo[3,4-c]pyridine-1-carbonyl]amino}pentanamido]propanoate